3-BUTOXYPROPANAL C(CCC)OCCC=O